NC1=NC=2C(=CC=CC2C=2N1C=C(N2)CC2=CC=C(C(=O)NC1(CC1)C1=CC=CC=C1)C=C2)F 4-((5-amino-7-fluoroimidazo[1,2-c]quinazolin-2-yl)methyl)-N-(1-phenylcyclopropyl)benzamide